ClC1=NC=C(C(=N1)NCC1=C(C=C(C=C1)Cl)F)C(=O)N 2-chloro-4-((2-fluoro-4-chlorobenzyl)amino)pyrimidin-5-carboxamide